C(C)OCC1=NN=C2N1C=CC=C2C(F)(F)F 3-(ethoxymethyl)-8-(trifluoromethyl)-[1,2,4]triazolo[4,3-a]pyridine